C1(CC1)C=1C=C(C=CC1C#N)C1=NNC(O[C@H]1C)=O (S)-5-(3-cyclopropyl-4-cyanophenyl)-6-methyl-3,6-dihydro-2H-1,3,4-oxadiazin-2-one